chloro-4,4-diphenyl-2-oxobutanoic acid ClC(C(C(=O)O)=O)C(C1=CC=CC=C1)C1=CC=CC=C1